FC1=C(N(N=C1)C)C=1CC(C=CC1)(OC)NC(=O)NC1=CC=C(C=C1)F 1-[3-(4-Fluoro-2-methyl-2H-pyrazol-3-yl)-1-methoxyphenyl]-3-(4-fluoro-phenyl)-urea